NC1=NOC2=C1C(=C(C=C2)C)C2=C(C=C1C(=NC(=NC1=C2F)NCCCN(C)C)N2C[C@H](N(C[C@@H]2C)C(C=C)=O)C)Cl 1-((2R,5S)-4-(7-(3-amino-5-methylbenzo[d]isoxazol-4-yl)-6-chloro-2-(3-(dimethylamino)propyl-amino)-8-fluoroquinazolin-4-yl)-2,5-dimethylpiperazin-1-yl)prop-2-en-1-one